[Ge].[Sn].[Ba] barium-tin-germanium